N-[5-(3,5-difluorobenzyl)-1H-indazol-3-yl]-4-(4-methylpiperazin-1-yl)-2-[(tetrahydro-2H-pyran-4-yl)amino]benzamide FC=1C=C(CC=2C=C3C(=NNC3=CC2)NC(C2=C(C=C(C=C2)N2CCN(CC2)C)NC2CCOCC2)=O)C=C(C1)F